methyl N-[5-[6-[(6-methoxypyridine-2-carbonyl)-methyl-amino]-8-methyl-imidazo[1,2-a]pyridin-3-yl]-2-pyridyl]carbamate COC1=CC=CC(=N1)C(=O)N(C=1C=C(C=2N(C1)C(=CN2)C=2C=CC(=NC2)NC(OC)=O)C)C